(2E)-3-[6-(morpholin-4-yl)pyridin-3-yl]2-propenoic acid N1(CCOCC1)C1=CC=C(C=N1)/C=C/C(=O)O